methyl 3-((3-(4-cyclopropyl-1,2,3,4-tetrahydroquinoxaline-1-carbonyl) pyridin-4-yl) oxy)-4-methylbenzoate C1(CC1)N1CCN(C2=CC=CC=C12)C(=O)C=1C=NC=CC1OC=1C=C(C(=O)OC)C=CC1C